benzyl 4-(4-chloro-3,5-difluoro-1H-indole-2-carbonyl)-2-(2-(3,3-difluoroazetidin-1-yl)ethyl)piperazine-1-carboxylate ClC1=C2C(=C(NC2=CC=C1F)C(=O)N1CC(N(CC1)C(=O)OCC1=CC=CC=C1)CCN1CC(C1)(F)F)F